3,4-methylenedioxy-5-ethoxyphenethylamine C1OC=2C=C(CCN)C=C(C2O1)OCC